methyl (S)-2-(2-(2-(3-(tetrahydro-2H-pyran-4-carboxamido)piperidin-1-yl)thiazole-4-carboxamido)acrylamido)acrylate O1CCC(CC1)C(=O)N[C@@H]1CN(CCC1)C=1SC=C(N1)C(=O)NC(C(=O)NC(C(=O)OC)=C)=C